(S)-3-((2,3-dihydroxypropyl)thio)propanoate O[C@H](CSCCC(=O)[O-])CO